C(C)N(CC)C=1C(=NC=CC1)C1=NC=CC=C1 diethylamino-2,2'-bipyridine